C(C1=CC=CC=C1)OC=1C=C(C=CC1F)NC1=C2C=C(NC2=CC(=C1)NC(C)=O)C(=O)O 4-((3-benzyloxy-4-fluorophenyl)amino)-6-acetylamino-1H-indole-2-carboxylic acid